S1C(=NC=C1)C1=CC=C(C=2N=C(OC21)N2CC1CCC(C2)N1C(=O)OC(C)(C)C)C(F)(F)F tert-Butyl 3-(7-(thiazol-2-yl)-4-(trifluoromethyl)benzo[d]oxazol-2-yl)-3,8-diazabicyclo[3.2.1]octane-8-carboxylate